1H-pyrazole-4-carbonitrile trifluoroacetate FC(C(=O)O)(F)F.N1N=CC(=C1)C#N